phenyl (3-(1-methylcyclopropyl)isoxazol-5-yl)carbamate CC1(CC1)C1=NOC(=C1)NC(OC1=CC=CC=C1)=O